C(CCCCCCCCCCCCCCCC)(=O)C(OP(OC[C@@H](CO)OO)(=O)[O-])C[N+](C)(C)C heptadecanoyl-2-hydroxysn-glycero-3-phosphocholine